C1(CCC1)\C(=C(\B1OC(C(O1)(C)C)(C)C)/C=1C=C2C(=NN(C2=CC1)C1OCCCC1)F)\B1OC(C(O1)(C)C)(C)C (Z)-5-(2-cyclobutyl-1,2-bis(4,4,5,5-tetramethyl-1,3,2-dioxaborolan-2-yl)vinyl)-3-fluoro-1-(tetrahydro-2H-pyran-2-yl)-1H-indazole